4,7-bis[4-(N,N-diphenyl-amino)phenyl][1,2,5]thiadiazolo[3,4-c]pyridine C1(=CC=CC=C1)N(C1=CC=CC=C1)C1=CC=C(C=C1)C1=NC=C(C=2C1=NSN2)C2=CC=C(C=C2)N(C2=CC=CC=C2)C2=CC=CC=C2